N'-ethoxy-4-methyl-5-methylsulfanyl-6-[1-methyl-5-(trifluoromethyl)benzimidazol-2-yl]pyridine-2-carboxamide C(C)ON1C(N(C2=C1C=C(C=C2)C(F)(F)F)C)C2=C(C(=CC(=N2)C(=O)N)C)SC